C(CC)N1[C@@H]2CCC3=C([C@H]2C=2C=CC(=C(C2C1)OC)C)C=C(C(=C3)Cl)O (6aR,12bS)-(+)-N-propyl-4-methoxy-3-methyl-10-chloro-11-hydroxy-5,6,6a,7,8,12b-hexahydrobenzo[a]phenanthridine